tert-Butyl 1-(4-Methoxyphenyl)-5-{[(3-oxoisoindolin-5-yl)oxy] methyl}-3-azabicyclo[3.1.0]hexane-3-carboxylate COC1=CC=C(C=C1)C12CN(CC2(C1)COC=1C=C2C(NCC2=CC1)=O)C(=O)OC(C)(C)C